OCN1C(C=2C(C1=O)=CC=CC2)=O N-hydroxymethyl-phthalimide